BrC1=C(C(=CC=C1)F)NC1=NC=CC=N1 N-(2-bromo-6-fluorophenyl)pyrimidin-2-amine